C1(=CC=C(C=C1)C=1OCCN1)C=1OCCN1 2,2'-p-phenylene-bis-(2-oxazoline)